FC1=CC=C(CO[C@H](C(=O)NC2=CC=C(C=C2)S(=O)(=O)Cl)CC2=CC=CC=C2)C=C1 (S)-4-(2-(4-fluorobenzyloxy)-3-phenylpropanamido)benzene-1-sulfonyl chloride